ClC1=C(C=CC=C1Cl)N1CCC2C(CC1)CNC2 6-(2,3-dichlorophenyl)decahydropyrrolo[3,4-d]azepine